1,1,1-tri(hydroxymethyl)propane OCC(CC)(CO)CO